NC(C(=O)O)CC1=CC=C(C=C1)C=1N=NC(=NN1)C1=CC=CC=C1 2-amino-3-(4-(6-phenyl-1,2,4,5-tetrazin-3-yl)phenyl)propanoic acid